[(1E)-2-phenylethenyl]morpholine C1(=CC=CC=C1)/C=C/N1CCOCC1